C(C)(=O)N1C(C(C2=CC=CC=C12)=O)=CC1=CC(=C(C(=C1)F)OCC(=O)N1CCOCC1)F 1-acetyl-2-(3,5-difluoro-4-(2-morpholino-2-oxoethoxy)-benzylidene)-indolin-3-one